4-bromobicyclo[4.2.0]oct-1(6),2,4-triene-3-amine BrC=1C(=CC=2CCC2C1)N